OC(C)(C)C1=NC=C(C=N1)C=1C=CC=2C(N3N(C2C1)[C@@H](CC3)C3=C(C=CC=C3)OC)=O (S)-6-(2-(2-hydroxypropan-2-yl)pyrimidin-5-yl)-3-(2-methoxyphenyl)-2,3-dihydropyrazolo[1,2-a]indazol-9(1H)-one